2-methyl-6,6-bis(4-sulfonatobutyl)-9,12,15-trioxa-6-aza-2-silaoctadecan-6-ium C[SiH](C)CCC[N+](CCOCCOCCOCCC)(CCCCS(=O)(=O)[O-])CCCCS(=O)(=O)[O-]